CN1N=CC(=C1)NC1=NC=CC(=N1)N1C[C@H]2CC[C@@H](C1)N2C=O [(1R,5S)-3-{2-[(1-methyl-1H-pyrazol-4-yl)amino]pyrimidin-4-yl}-3,8-diazabicyclo[3.2.1]oct-8-yl]methanone